4-(4-(tert-butyl)-1H-imidazol-1-yl)-3-fluoro-5-(2H-tetrazol-5-yl)benzene C(C)(C)(C)C=1N=CN(C1)C1=C(C=CC=C1C=1N=NNN1)F